3-(6-chloro-5-(4-(5-(hydroxymethyl)-thiophen-3-yl)phenyl)-1H-indazol-3-yl)propanoic acid ClC1=C(C=C2C(=NNC2=C1)CCC(=O)O)C1=CC=C(C=C1)C1=CSC(=C1)CO